2-((1-chloro-4-(o-tolyl)isoquinolin-7-yl)oxy)acetonitrile ClC1=NC=C(C2=CC=C(C=C12)OCC#N)C1=C(C=CC=C1)C